4-azaspiro[2.4]heptane-4-carboxylic acid tert-butyl ester C(C)(C)(C)OC(=O)N1C2(CC2)CCC1